(4-fluorophenyl)but-3-en-1-ol FC1=CC=C(C=C1)C(CC=C)O